C(C1=CC=CC=C1)N1C2CC(CC1CC2)(C2=CC=CC=C2)NS(=O)(=O)C2=CC=C(C=C2)OC(F)(F)F N-(8-benzyl-3-phenyl-8-azabicyclo[3.2.1]octan-3-yl)-4-(trifluoromethoxy)benzenesulfonamide